C(=O)[O-].[Li+].NC1=NC=2C=C(C=CC2C2=C1N=C(N2CC(C)(C)O)COCC)CC2=CC=C(C=C2)CC(=O)N 2-(4-((4-amino-2-(ethoxymethyl)-1-(2-hydroxy-2-methylpropyl)-1H-imidazo[4,5-c]quinolin-7-yl)methyl)phenyl)acetamide lithium(1+) formate